OCCOCCOCCOCCOCCOCCOCCOCCOCCOCCOCCOCCOS(=O)(=O)C1=CC=C(C=C1)C 35-hydroxy-3,6,9,12,15,18,21,24,27,30,33-undecaoxapentatriacontyl-4-methylbenzenesulfonate